4-((2S,5R)-4-((4-Chloro-3-fluorophenyl)(3,3-difluorocyclobutyl)methyl)-2,5-dimethylpiperazin-1-yl)-2-methyl-1-(((S)-tetrahydrofuran-2-yl)methyl)-1H-[1,2,4]triazolo[3,4-b]purine ClC1=C(C=C(C=C1)C(N1C[C@@H](N(C[C@H]1C)C=1C=2N=C(N(C2N2C(N1)=NN=C2)C[C@H]2OCCC2)C)C)C2CC(C2)(F)F)F